5-(1-(3-(1H-pyrazol-1-yl)propanoyl)-1,2,5,6-tetrahydropyridin-3-yl)-7-chloro-4-fluoro-N,N-dimethylbenzofuran-2-carboxamide N1(N=CC=C1)CCC(=O)N1CC(=CCC1)C=1C=C(C2=C(C=C(O2)C(=O)N(C)C)C1F)Cl